C1(CCC1)NC(C[C@H](CCN1CCCCC1)N(C(=O)C1=NN(C(=C1)C=1SC=CC1)C1CCCC1)CC)=O (3S)-N-cyclobutyl-3-{1-[1-cyclopentyl-5-(thiophen-2-yl)-1H-pyrazol-3-yl]-N-ethylformamido}-5-(piperidin-1-yl)pentanamide